C(C)(C)(C)OC(=O)N1C=C(C2=C(C=CC=C12)C#N)Br 3-bromo-4-cyano-1H-indole-1-carboxylic acid tert-butyl ester